N-((R)-1-(3-(difluoromethyl)-2-fluorophenyl)ethyl)-2-methyl-7-(1-methyl-1H-pyrazol-4-yl)-6-(((S)-tetrahydrofuran-3-yl)oxy)quinazolin-4-amine FC(C=1C(=C(C=CC1)[C@@H](C)NC1=NC(=NC2=CC(=C(C=C12)O[C@@H]1COCC1)C=1C=NN(C1)C)C)F)F